ClC1=CC2=C(N=C(S2)N[Si](C)(C)C)C=C1 6-chloro-N-(trimethylsilyl)benzo[d]thiazol-2-amine